FC(C1=CC=C(N=N1)OC=1C=CC=2N(C1)N=CC2C2=CC=C(C(=N2)N2N=C(C=C2C)C#N)[C@H](C)O)F 1-[6-[6-[6-(difluoromethyl)pyridazin-3-yl]oxypyrazolo[1,5-a]pyridin-3-yl]-3-[(1S)-1-hydroxyethyl]pyridin-2-yl]-5-methylpyrazole-3-carbonitrile